methyl iminodiacetate vinylborate C(=C)OB(O)O.N(CC(=O)O)CC(=O)OC